(R)-3-((5-chloro-2,3-dihydro-1H-inden-1-yl)methyl)-5-((7-methyl-6-oxo-6,7-dihydro-1H-purin-1-yl)methyl)-1,3,4-oxadiazol-2(3H)-one ClC=1C=C2CC[C@H](C2=CC1)CN1C(OC(=N1)CN1C=NC=2N=CN(C2C1=O)C)=O